2-[(3R)-1-[4-[2-(cyclopentyloxy)-3-pyridinyl]-2,6-difluoro-phenyl]pyrrolidin-3-yl]acetic acid C1(CCCC1)OC1=NC=CC=C1C1=CC(=C(C(=C1)F)N1C[C@H](CC1)CC(=O)O)F